ClC=1C=CC2=C(N=C(O2)C23CC(C2)(C3)NC(C3=CC(=CC=C3)S(=O)(=N)C)=O)C1 N-[3-(5-chloro-1,3-benzoxazol-2-yl)-1-bicyclo[1.1.1]pentanyl]-3-(methylsulfonimidoyl)benzamide